1-vinyl-3-aminopropyl-imidazole tetrafluoroborate F[B-](F)(F)F.C(=C)C(CCN)C=1NC=CN1